N1=CCCC2=CN=CC=C12 3,4-dihydro-1,6-naphthyridin